C(C)(C)(CC)NCCCCCCCCCCN N-(tert-amyl)decane-1,10-diamine